N[C@H](C(=O)NC1=NC=CC(=C1)C(NC(CCC(F)(F)F)=O)C1CC1)C1CCC(CC1)C N-((2-((S)-2-amino-2-((1r,4S)-4-methylcyclohexyl)acetamido)pyridin-4-yl)(cyclopropyl)methyl)-4,4,4-trifluorobutanamide